(6R)-6-methyl-3-[3-(trifluoromethyl)phenyl]piperazin-2-one C[C@@H]1CNC(C(N1)=O)C1=CC(=CC=C1)C(F)(F)F